BrCC=CC(=O)N 4-bromobut-2-enamide